BrC=1C=CC(=NC1)N1C(NC2=C1C(=CC=C2)C)=O 3-(5-bromo-2-pyridyl)-4-methyl-1H-benzimidazol-2-one